rac-4-methoxypiperidine-3-carbonitrile COC1C(CNCC1)C#N